2-(5-((4-((2-chloro-5-(1-(difluoromethyl)-1H-pyrazol-3-yl)pyridin-4-yl)amino)pentyl)oxy)-1-methyl-1H-pyrazol-4-yl)pyrimidin-4-amine ClC1=NC=C(C(=C1)NC(CCCOC1=C(C=NN1C)C1=NC=CC(=N1)N)C)C1=NN(C=C1)C(F)F